C(C)(C)(C)OC(=O)NCCS(=O)(=O)CC1=CC=C(C(=O)O)C=C1 4-(((2-((tert-butoxycarbonyl)amino)ethyl)sulfonyl)methyl)benzoic acid